(2-cyanophenyl)methyl 2,6-dimethyl-7-oxo-4-(4,4,4-trifluoro-3-hydroxy-3-phenyl-but-1-ynyl)-1H-pyrrolo[2,3-c]pyridine-3-carboxylate CC1=C(C2=C(C(N(C=C2C#CC(C(F)(F)F)(C2=CC=CC=C2)O)C)=O)N1)C(=O)OCC1=C(C=CC=C1)C#N